(R)-N-(8,9-difluoro-6-oxo-1,4,5,6-tetrahydro-2H-pyrano[3,4-c]isoquinolin-1-yl)-1-(4-fluorophenyl)-N-methyl-1H-pyrazole-4-carboxamide FC=1C(=CC=2C3=C(NC(C2C1)=O)COC[C@@H]3N(C(=O)C=3C=NN(C3)C3=CC=C(C=C3)F)C)F